α-methyl-3-methoxy-DL-phenylalanine C[C@](N)(CC1=CC(=CC=C1)OC)C(=O)O |r|